(2-(cyclopropylmethoxy)-4-fluorophenyl)methylamine C1(CC1)COC1=C(C=CC(=C1)F)CN